5-chloroimidazo[1,5-a]pyridine-7-carboxaldehyde ClC1=CC(=CC=2N1C=NC2)C=O